OC(CNC(C(=C)C)=O)COCCC[SiH2]C(O[Si](C)(C)C)O[Si](C)(C)C N-(2-hydroxy-3-(3-(bis(trimethylsilyloxy)methylsilyl)-propyloxy)propyl)-2-methyl-acrylamide